C[C@H]1CN(C[C@H](O1)C)C(=O)C=1C2=C(N(N1)CC(=O)N1CCC(CC1)C=1C=C(C=CC1)C)CCC2 2-(3-((2S,6R)-2,6-dimethylmorpholine-4-carbonyl)-5,6-dihydrocyclopenta[c]pyrazol-1(4H)-yl)-1-(4-(m-tolyl)piperidin-1-yl)ethanone